1,2,4,5-tetra(bromomethyl)benzene BrCC1=C(C=C(C(=C1)CBr)CBr)CBr